(5-(5-(3,3-difluorocyclobutyl)-1,2,4-oxadiazol-3-yl)-3-fluoro-2-methylphenyl)-6-(4-methylpiperazin-1-yl)imidazo[1,2-a]pyridine-3-carboxamide FC1(CC(C1)C1=NC(=NO1)C=1C=C(C(=C(C1)C=1N=C2N(C=C(C=C2)N2CCN(CC2)C)C1C(=O)N)C)F)F